cobalt n-decanol C(CCCCCCCCC)O.[Co]